C(C1=CC=CC=C1)N1[C@H](CN(CC1)C(=O)OC(C)(C)C)CO tert-butyl (3R)-4-benzyl-3-(hydroxymethyl)piperazine-1-carboxylate